C1(CC12CCNCC2)C(=O)N 6-azaspiro[2.5]octane-1-methanamide